(5-(4-(1-methyl-3-(1-methyl-2-oxo-5-(trifluoromethyl)-1,2-dihydropyridin-3-yl)ureido)piperidin-1-yl)pyridin-2-yl)acetamide CN(C(=O)NC=1C(N(C=C(C1)C(F)(F)F)C)=O)C1CCN(CC1)C=1C=CC(=NC1)CC(=O)N